(1S,3S,5S)-N-(3-(N-acetoxycarbamimidoyl)benzo[b]thiophen-6-yl)-5-methyl-2-((4-phenoxybenzoyl)glycyl)-2-azabicyclo[3.1.0]hexane-3-carboxamide C(C)(=O)ONC(=N)C=1C2=C(SC1)C=C(C=C2)NC(=O)[C@H]2N([C@H]1C[C@]1(C2)C)C(CNC(C2=CC=C(C=C2)OC2=CC=CC=C2)=O)=O